ClC=1C(=NC(=NC1)NC1CCN(CC1)C(=O)C1(CCNCC1)O)C=1C=C(C=CC1)C1=CC=C(C=C1)F (4-((5-chloro-4-(4'-fluoro-[1,1'-biphenyl]-3-yl)pyrimidin-2-yl)amino)piperidin-1-yl)(4-hydroxypiperidin-4-yl)methanone